CSCCN1N=CC=C1 2-(methylsulfanyl)ethyl-1H-pyrazole